[La].COCCOC 1,2-dimethoxyethane lanthanum